N-(4,4-Dimethyl-pentyl)-2-ethoxy-4-methyl-6-[(3R)-3-methyl-morpholin-4-yl]-pyridine-3-carboxylic acid amide CC(CCCNC(=O)C=1C(=NC(=CC1C)N1[C@@H](COCC1)C)OCC)(C)C